3-(4-benzylpiperazine-1-carbonyl)-4,5,6,7-tetrahydro-benzo[b]thiophen C(C1=CC=CC=C1)N1CCN(CC1)C(=O)C=1C2=C(SC1)CCCC2